4-(4-{[4-(2-hydroxyethyl)piperazin-1-yl]methyl}phenyl)-6-phenyl-1,2-dihydropyrimidin-2-one OCCN1CCN(CC1)CC1=CC=C(C=C1)C1=NC(NC(=C1)C1=CC=CC=C1)=O